acryloyloxyethyltrimethylammonium bis(trifluoromethanesulfonyl)imide salt [N-](S(=O)(=O)C(F)(F)F)S(=O)(=O)C(F)(F)F.C(C=C)(=O)OCC[N+](C)(C)C